ClC1C2C(CC(=NC12)N)C 7-chloro-5-methyl-2-aza-bicyclo[4.1.0]Hept-2-en-3-ylamine